(R)-2-(benzyloxy)-4-(N-((5-cyclohexylpyrazin-2-yl)methyl)-1-((perfluorophenyl)sulfonyl)azetidine-2-carboxamido)benzoic acid C(C1=CC=CC=C1)OC1=C(C(=O)O)C=CC(=C1)N(C(=O)[C@@H]1N(CC1)S(=O)(=O)C1=C(C(=C(C(=C1F)F)F)F)F)CC1=NC=C(N=C1)C1CCCCC1